2-(2-chlorophenyl)-6-(4-ethyl-3-(hydroxymethyl)-5-oxo-4,5-dihydro-1H-1,2,4-triazol-1-yl)-7-fluoro-4-isopropyl-3,4-dihydroisoquinolin-1(2H)-one ClC1=C(C=CC=C1)N1C(C2=CC(=C(C=C2C(C1)C(C)C)N1N=C(N(C1=O)CC)CO)F)=O